C[C@]12S[P@@](O[C@@H]1C[C@H](CC2)C(=C)C)(=S)NC(C2=CN=CC=C2)=O N-((2S,3aR,6S,7aR)-3a-methyl-6-(prop-1-en-2-yl)-2-sulfidohexahydro-benzo[d][1,3,2]oxathiaphosphol-2-yl)nicotinamide